(S)-N-(7-(3-hydroxy-3-methylbut-1-yn-1-yl)-5-methyl-4-oxo-2,3,4,5-tetrahydrobenzo[b][1,4]oxazepin-3-yl)-4-((2-(trifluoromethyl)thiazol-4-yl)methyl)picolinamide OC(C#CC1=CC2=C(OC[C@@H](C(N2C)=O)NC(C2=NC=CC(=C2)CC=2N=C(SC2)C(F)(F)F)=O)C=C1)(C)C